C(C)C(COC(\C(\C)=C/C(=O)OCC(CCCC)CC)=O)CCCC.C(C=C)O[Si](OCC)(OCC)OCC allyloxytriethoxysilane bis-(2-ethylhexyl)citraconate